6-fluoro-7-[3-hydroxy-3-(hydroxymethyl)piperidin-1-yl]-4-oxo-N-[3,3,4,4,4-pentafluorobut-2-yl]-1-(2,4,6-trifluorophenyl)-1,4-dihydro-1,8-naphthyridine-3-carboxamide FC=1C=C2C(C(=CN(C2=NC1N1CC(CCC1)(CO)O)C1=C(C=C(C=C1F)F)F)C(=O)NC(C)C(C(F)(F)F)(F)F)=O